FC1(CN(CC1)C(=O)C1=CC=C(CN2C3=NC(=NC=C3NC2=O)C2=C(C=CC=C2)C(C)C)C=C1)F 9-(4-(3,3-difluoropyrrolidine-1-carbonyl)benzyl)-2-(2-isopropylphenyl)-7,9-dihydro-8H-purin-8-one